FC=1C(=C2C(=NC(=NC2=CC1)O)C1=C(C=2N=C(N=CC2C(=N1)N1[C@H](CC1)C)SC)F)C#C[Si](C(C)C)(C(C)C)C(C)C (S)-6-fluoro-4-(8-fluoro-5-(2-methylazetidin-1-yl)-2-(methylthio)pyrido[4,3-d]pyrimidin-7-yl)-5-((triisopropylsilyl)ethynyl)quinazolin-2-ol